ClC1=C(C=CC=C1C1C(NC(CC1)=O)=O)C1=CC=C(C=C1)N1C(OC[C@H]1C)=O 3-(2-chloro-4'-((R)-4-methyl-2-oxooxazolidin-3-yl)-[1,1'-biphenyl]-3-yl)piperidine-2,6-dione